FC1=CC=C(C=C1)[C@H]1[C@@H](C1)NCCC[C@@H](C(N1CC(NCC1)=O)=O)NC(C1=CC=C(C=C1)N1N=CC=C1)=O N-((S)-5-((1R,2S)-2-(4-fluorophenyl)cyclopropylamino)-1-oxo-1-(3-oxopiperazin-1-yl)pentan-2-yl)-4-(1H-pyrazol-1-yl)benzamide